(4R)-4-[3-[3-[6-(2-azaspiro[3.4]octan-2-yl)-3-pyridinyl]azetidin-1-yl]-3-oxo-propyl]oxazolidin-2-one C1N(CC12CCCC2)C2=CC=C(C=N2)C2CN(C2)C(CC[C@H]2NC(OC2)=O)=O